6-[8-(1,3-benzothiazol-2-ylcarbamoyl)-3,4-dihydroisoquinolin-2(1H)-yl]-3-[1-(tetrahydro-2H-pyran-2-ylmethyl)-1H-pyrazol-4-yl]pyridine-2-carboxylic acid S1C(=NC2=C1C=CC=C2)NC(=O)C=2C=CC=C1CCN(CC21)C2=CC=C(C(=N2)C(=O)O)C=2C=NN(C2)CC2OCCCC2